FC1=CC=C(C=C1)N1N=CC2=C1C=C1CCN(C[C@]1(C2)C(=O)C2=NC=CC=C2)S(=O)(=O)C=2C=NC(=CC2)N2CCCC2 (R)-(1-(4-fluorophenyl)-6-((6-(pyrrolidin-1-yl)pyridin-3-yl)sulfonyl)-4,4a,5,6,7,8-hexahydro-1H-pyrazolo[3,4-g]isoquinolin-4a-yl)(pyridin-2-yl)methanone